lithium oxalate borate salt B([O-])(O)O.C(C(=O)O)(=O)O.[Li+]